(S)-5-bromo-2-(1-(3-chlorophenyl)-2-hydroxyethyl)isoindolin-1-one BrC=1C=C2CN(C(C2=CC1)=O)[C@H](CO)C1=CC(=CC=C1)Cl